methyl 5-(9-ethyl-6-(3-methylmorpholino)-8-(pyridin-4-yl)-9H-purin-2-yl)-2-methoxybenzoate C(C)N1C2=NC(=NC(=C2N=C1C1=CC=NC=C1)N1C(COCC1)C)C=1C=CC(=C(C(=O)OC)C1)OC